CN1N=C(C=2C1=NC(=C(C2)C(=O)N)OC2CC1(C2)CC(C1)NC=1C=NN2C1C=CC=C2)C 1,3-dimethyl-6-[(6-{pyrazolo[1,5-a]pyridin-3-ylamino}spiro[3.3]hept-2-yl)oxy]-1H-pyrazolo[3,4-b]pyridine-5-carboxamide